(2S,4R)-4-fluoro-4-(fluoromethyl)-1-((3-methyl-4-phenoxybenzoyl)glycyl)pyrrolidine-2-carboxylic acid F[C@@]1(C[C@H](N(C1)C(CNC(C1=CC(=C(C=C1)OC1=CC=CC=C1)C)=O)=O)C(=O)O)CF